(R)-3-phenyl-1,4-dioxaspiro[4.4]nonan-2-one C1(=CC=CC=C1)[C@@H]1C(OC2(O1)CCCC2)=O